(S)-2-((((9H-fluoren-9-yl)methoxy)carbonyl)amino)-3-(5-chloro-2-iodophenyl)propanoic acid C1=CC=CC=2C3=CC=CC=C3C(C12)COC(=O)N[C@H](C(=O)O)CC1=C(C=CC(=C1)Cl)I